N[C@@H]1CN(C[C@@H]([C@H]1O)C)C1=C2C(=NC=C1C=1C(=NC(=C(C1)F)C1=C(C=C(C=C1F)OC1COCCC1)F)C(=O)N)OCC2 {4-[(3R,4R,5S)-3-amino-4-hydroxy-5-methylpiperidin-1-yl]-2,3-dihydrofuro[2,3-b]pyridin-5-yl}-6-[2,6-difluoro-4-(tetrahydro-2H-pyran-3-yloxy)phenyl]-5-fluoropyridine-2-carboxamide